CC=1C=C2C(C=C(OC2=C(C1)C(C)NC1=C(C(=O)O)C=CC=C1)C1=CC=2N(C=C1)N=NC2)=O 2-[1-[6-Methyl-4-oxo-2-(triazolo[1,5-a]pyridin-5-yl)chromen-8-yl]ethylamino]benzoic acid